tert-butyl N-[2-[1-[1-(2,6-dioxo-3-piperidyl)-3-methyl-2-oxo-benzimidazol-5-yl]-4-piperidyl]ethyl]carbamate O=C1NC(CCC1N1C(N(C2=C1C=CC(=C2)N2CCC(CC2)CCNC(OC(C)(C)C)=O)C)=O)=O